N1(C=NC=C1)C=1C=C2C(=C(N1)C(=O)NC1CCC(CC1)OCC(F)(F)F)NN=C2 5-(1H-imidazol-1-yl)-N-((1s,4s)-4-(2,2,2-trifluoroethoxy)cyclohexyl)-1H-pyrazolo[3,4-c]pyridine-7-carboxamide